2-(4-bromo-3,5-difluorophenyl)-5,6-dichloro-1H-benzo[d]imidazole-4,7-dione BrC1=C(C=C(C=C1F)C1=NC2=C(N1)C(C(=C(C2=O)Cl)Cl)=O)F